C(C)OCC=1N(C(=C(N1)C1=CC=CC=C1)C1=CC=CC=C1)CC(C)(O)C 1-[2-(ethoxymethyl)-4,5-diphenyl-1H-imidazol-1-yl]-2-methylpropan-2-ol